C(C)C1=CC=CC2=C(C3=CC=CC=C3C(=C12)OC(=O)C1C(CC(=CC1)C)C(=O)O)OC(=O)C1C(CC(=CC1)C)C(=O)O 4-ethyl-9,10-bis[2-carboxy(4-methyl-4-cyclohexenyl)]carbonyloxyanthracene